NC1=C(N=NN1C)C=1C=C(C=2N(C1)N=CC2C#N)O[C@H](C)C2=NC=C(C=C2)F (R)-6-(5-amino-1-methyl-1H-1,2,3-triazol-4-yl)-4-(1-(5-fluoropyridin-2-yl)-ethoxy)pyrazolo[1,5-a]pyridine-3-carbonitrile